7,7,9,9-Tetramethyl-2-cycloundecyl-1-oxa-3,8-diaza-4-oxospiro-[4.5]decan CC1(CC2(C(NC(O2)C2CCCCCCCCCC2)=O)CC(N1)(C)C)C